(2S)-N-[(3-amino-1H-indazol-6-yl)methyl]-3-(3,4-difluorophenyl)-2-{2-[(2R,6S)-2,6-dimethylpiperidin-1-yl]acetamido}propionamide NC1=NNC2=CC(=CC=C12)CNC([C@H](CC1=CC(=C(C=C1)F)F)NC(CN1[C@@H](CCC[C@@H]1C)C)=O)=O